C1(=CCCCC1)C1=C(C2=C(CCC1)C=C(C=C2)C(=O)O)C2=CC=C(C=C2)N2CCC(CC2)C(OC)OC 6-(cyclohexen-1-yl)-5-[4-[4-(dimethoxymethyl)-1-piperidyl]phenyl]-8,9-dihydro-7H-benzo[7]annulene-2-carboxylic acid